1-((S)-2-amino-3,3-dimethylbutanoyl)-4-hydroxy-N-(4-(4-methylthiazol-5-yl)benzyl)pyrrolidine-2-carboxamide N[C@H](C(=O)N1C(CC(C1)O)C(=O)NCC1=CC=C(C=C1)C1=C(N=CS1)C)C(C)(C)C